(R)-4-(6-chloro-4-((methylsulfonyl)methyl)pyridin-2-yl)-3-methyl-morpholine ClC1=CC(=CC(=N1)N1[C@@H](COCC1)C)CS(=O)(=O)C